C1(CCCC1)NC(N(C(C)C1=CNC(C2=CC=CC=C12)=O)C)=O 3-cyclopentyl-1-methyl-1-(1-(1-oxo-1,2-dihydroisoquinolin-4-yl)ethyl)urea